FC1=CC=C(CN2N=C3C(=C2)CN(C3)C3=C(C(=O)NCCOC)C=CC=C3)C=C1 (2-(4-fluorobenzyl)-2,6-dihydropyrrolo[3,4-c]pyrazol-5(4H)-yl)-N-(2-methoxyethyl)benzamide